C(C)(C)(C)C(CC)CC(CCC)OC(CC)=O.CC1=CC(=NO1)C1=CC=C(C=C1)[N+](=O)[O-] 5-methyl-3-(4-nitrophenyl)isoxazole 3-tert-butyl-5-octyl-propionate